5-oxo-isoindoline-1,3-dione O=C1CC=2C(NC(C2C=C1)=O)=O